tert-Butyl 5-bromo-6-cyano-4-fluoroindoline-1-carboxylate BrC=1C(=C2CCN(C2=CC1C#N)C(=O)OC(C)(C)C)F